(R)-2-(4-bromo-2-(1,1-difluoropropyl)phenoxy)-3-fluoropropionic acid BrC1=CC(=C(O[C@H](C(=O)O)CF)C=C1)C(CC)(F)F